FC=1C=C2[C@@H]([C@H]([C@@H](NC2=CC1)C)C)NC(OCC1=CC=CC=C1)=O benzyl ((2S,3S,4R)-6-fluoro-2,3-dimethyl-1,2,3,4-tetrahydroquinolin-4-yl)carbamate